N-methyl-3-(1-methyl-1H-tetrazol-5-yl)-4-((4-(trifluoromethyl)phenyl)amino)benzenesulfonamide CNS(=O)(=O)C1=CC(=C(C=C1)NC1=CC=C(C=C1)C(F)(F)F)C1=NN=NN1C